di-epoxyvanillin O=C1C2=C(C=3OCOC(C3O)=C2)O1